2-((2,4-difluorophenyl)amino)-N-(4-(2-fluorophenyl)pyridin-3-yl)pyrimidine-4-carboxamide FC1=C(C=CC(=C1)F)NC1=NC=CC(=N1)C(=O)NC=1C=NC=CC1C1=C(C=CC=C1)F